N-[(3S,6R)-6-(4-chloro-1,3-benzoxazol-2-yl)piperidin-3-yl]-2-(4-chloro-3-fluorophenoxy)acetamide ClC1=CC=CC2=C1N=C(O2)[C@H]2CC[C@@H](CN2)NC(COC2=CC(=C(C=C2)Cl)F)=O